NC1=C(C2=C(S1)C(=C(C=C2)Cl)O)C(=O)OCC ethyl 2-amino-6-chloro-7-hydroxybenzo[b]thiophene-3-carboxylate